ethyl ((S)-((((1S,4R)-4-(6-amino-9H-purin-9-yl)-1-ethynylcyclopent-2-en-1-yl)oxy)methyl)(phenoxy)phosphoryl)-L-alaninate NC1=C2N=CN(C2=NC=N1)[C@H]1C=C[C@@](C1)(C#C)OC[P@](=O)(OC1=CC=CC=C1)N[C@@H](C)C(=O)OCC